1,1-dimethylethyl 1-oxa-6-azaspiro[2.5]octane-6-carboxylate O1CC12CCN(CC2)C(=O)OC(C)(C)C